(2-(3-hydroxy-3-methylbutyl)-1-(4-methoxyphenyl)-1H-pyrrolo[2,3-b]pyridin-5-yl)(piperidin-1-yl)methanone OC(CCC1=CC=2C(=NC=C(C2)C(=O)N2CCCCC2)N1C1=CC=C(C=C1)OC)(C)C